FC1=C(C(=C(C(=C1C(CCO)O)F)F)F)F 1-(pentafluorophenyl)propane-1,3-diol